(4R)-4-[3-[3-[4-(Benzenesulfonyl)phenyl]azetidin-1-yl]-3-oxo-propyl]oxazolidin-2-one C1(=CC=CC=C1)S(=O)(=O)C1=CC=C(C=C1)C1CN(C1)C(CC[C@H]1NC(OC1)=O)=O